[(3R)-piperidin-3-yl]methanol hydrochloride Cl.N1C[C@@H](CCC1)CO